C(=O)O.FC1(CN(CC1)C1=NC=CC(=C1NC(C1=CN=C(C=C1)N(C)C)=O)C1=CC=NN1)F N-(2-(3,3-difluoropyrrolidin-1-yl)-4-(1H-pyrazol-5-yl)pyridin-3-yl)-6-(dimethylamino)-nicotinamide formate salt